1-ethylimidazole bis(trifluoromethanesulfonyl)amine salt FC(S(=O)(=O)NS(=O)(=O)C(F)(F)F)(F)F.C(C)N1C=NC=C1